4-((8-(Benzofuran-2-yl)-2,3-dihydro-4H-pyrido[4,3-b][1,4]thiazin-4-yl)sulfonyl)benzonitrile O1C(=CC2=C1C=CC=C2)C2=CN=CC1=C2SCCN1S(=O)(=O)C1=CC=C(C#N)C=C1